NC1=C2N=CN(C2=NC(=N1)F)[C@H]1C[C@@H]([C@@](O1)(C#C)CO[P@](=O)(OC1=CC=CC=C1)NC(C(=O)[O-])CC1=CC(=CC(=C1)F)F)O 2-(((S)-(((2R,3S,5R)-5-(6-amino-2-fluoro-9H-purin-9-yl)-2-ethynyl-3-hydroxytetrahydrofuran-2-yl)methoxy)(phenoxy)phosphoryl)amino)-3-(3,5-difluorophenyl)propanoate